ClP(=O)(OC1=CC=CC=C1)N[C@H](C(=O)OC(C)C)C isopropyl (2S)-2-{[chloro(phenoxy)phosphoryl]amino}propanoate